(prop-2-ynyloxy)cyclopropane C(C#C)OC1CC1